ClC=1C=C(C=CC1)C1=CC=C2C(C(COC2=C1)(C)C)NC(O[C@@H]1CN2CCC1CC2)=O (S)-quinuclidin-3-yl (7-(3-chlorophenyl)-3,3-dimethylchroman-4-yl)carbamate